BrC1=NC(=CC=C1N1CCN(CC1)C(=O)OC(C)(C)C)C(NC)=O tert-butyl 4-[2-bromo-6-(methylcarbamoyl)pyridin-3-yl]piperazine-1-carboxylate